O=C1N(C(CC1)=O)OC(CCC)=O Butyric acid 2,5-dioxopyrrolidin-1-yl ester